N-((5-chloropyridin-2-yl)methyl)-6-(2-(2-(2-methoxyethoxy)ethoxy)ethyl)-2-methyl-5-oxo-5,6-dihydro-1,6-naphthyridine-3-carboxamide ClC=1C=CC(=NC1)CNC(=O)C=1C(=NC=2C=CN(C(C2C1)=O)CCOCCOCCOC)C